10-fluoro-7,7-dimethyl-6a,7,12,12a-tetrahydro-6H,13H-chromeno[3',4':5,6]thiopyrano[4,3-b]quinoline FC1=CC=C2C(C3C(NC2=C1)C1=C(SC3)C=3C=CC=CC3OC1)(C)C